ethyl 2-(4-methoxyphenyl)propionate COC1=CC=C(C=C1)C(C(=O)OCC)C